ClC1=CC=C(C=C1)C1=NN(C(C(=C1)C(=O)O)=O)C1=CN=NC=C1 3-(4-chlorophenyl)-6-oxo-6H-1,4'-bipyridazine-5-carboxylic acid